ClC=1C=C2C=C(/C(/OC2=CC1)=N/C1=C(C=C(C=C1)OC)OC)C(=O)NCC1OCCC1 (2Z)-6-Chloro-2-[(2,4-dimethoxyphenyl)imino]-N-(tetrahydrofuran-2-ylmethyl)-2H-chromene-3-carboxamide